CCCCCCCCCCCCCCCCCCCCCCCC[C@H]([C@@H](CCCCCCCCCCCCCCCCC[C@@H]1C[C@@H]1CCCCCCCCCCCCCCCC[C@@H]([C@@H](C)CCCCCCCCCCCCCCCCCC)OC)O)C(=O)O The molecule is a chiral mycolic acid analogue comprising 3-hydroxypropanoic acid having a tetracosanyl group at position 2 and a further long-chain alkyl group containing cyclopropyl and methoxy functions attached at position 3.